(S)-3-((2-Aminopent-4-en-1-yl)oxy)-4-chloro-5-nitrobenzoic acid methyl ester COC(C1=CC(=C(C(=C1)[N+](=O)[O-])Cl)OC[C@H](CC=C)N)=O